O=C1OC(C2=CC(=CC=C12)C(=O)O)=O 1,3-dihydro-1,3-dioxo-5-isobenzofurancarboxylic acid